ClC1=C2C=C(C=NC2=NC(=C1)C1=CC2=CN(N=C2C(=C1)F)C)N1CC(N(CC1)C(=O)OC(C)(C)C)C1CC1 tert-butyl 4-[5-chloro-7-(7-fluoro-2-methylindazol-5-yl)-1,8-naphthyridin-3-yl]-2-cyclopropylpiperazine-1-carboxylate